(2S)-2-[4-bromo-2-(5-cyclopropyl-4-butoxy-4,5-dihydroisoxazol-3-yl)phenoxy]propionic acid ethyl ester C(C)OC([C@H](C)OC1=C(C=C(C=C1)Br)C1=NOC(C1OCCCC)C1CC1)=O